NC1=NC=C(C=N1)C=1C=CC=2N(N1)C=CN2 6-(2-Aminopyrimidin-5-yl)imidazo[1,2-b]pyridazine